N,N,N-Triethyl-2-[4-(2-phenylethenyl)phenoxy]ethanaminium iodide [I-].C(C)[N+](CCOC1=CC=C(C=C1)C=CC1=CC=CC=C1)(CC)CC